FC1(CC2=C(NC(C=3SC=C(OC1)C32)=O)C=O)F 10,10-difluoro-5-oxo-12-oxa-3-thia-6-azatricyclo[6.4.1.04,13]Tridec-1,4(13),7-triene-7-carbaldehyde